ClC1=NN2C(N=CC(=C2[C@H](C)OC)NC2=CC=C(C=C2)C(C)N(C(C)=O)C)=N1 N-{1-[4-({2-chloro-7-[(1S)-1-methoxyethyl]-[1,2,4]triazolo[1,5-a]pyrimidin-6-yl}amino)phenyl]ethyl}-N-methylacetamide